NC(CCN(NC([C@H](CC(C)C)NC(=O)C=1NC2=CC=CC(=C2C1)Cl)=O)C(C(F)Cl)=O)=O N-((2S)-1-(2-(3-amino-3-oxopropyl)-2-(2-chloro-2-fluoroacetyl)hydrazino)-4-methyl-1-oxopentan-2-yl)-4-chloro-1H-indole-2-carboxamide